5-[3-(1-hydroxyethyl)-6-[5-[(6-methylpyridazin-3-yl)amino]benzimidazol-1-yl]-2-pyridyl]pyridine-3-carbonitrile OC(C)C=1C(=NC(=CC1)N1C=NC2=C1C=CC(=C2)NC=2N=NC(=CC2)C)C=2C=C(C=NC2)C#N